N-phenylthiocarbamic acid (dihexylphenyl) ester C(CCCCC)C=1C(=C(C=CC1)OC(NC1=CC=CC=C1)=S)CCCCCC